O=C1O[C@H](CN1)C(=O)OCC1=CC=CC=C1 |r| (R/S)-Benzyl 2-oxooxazolidine-5-carboxylate